perfluorooctanesulfonic acid sodium salt [Na+].FC(C(C(C(C(C(C(C(F)(F)F)(F)F)(F)F)(F)F)(F)F)(F)F)(F)F)(S(=O)(=O)[O-])F